(4-iodophenyl)carbamic acid tert-butyl ester C(C)(C)(C)OC(NC1=CC=C(C=C1)I)=O